CSCCCCCCCC(C(=O)O)N(O)O The molecule is an N,N-dihydroxy-alpha-amino acid having a 8-thianonyl substituent at the 2-position. It derives from a pentahomomethionine. It is a conjugate acid of a N,N-dihydroxypentahomomethioninate.